1-(5-formyl-pyrimidin-2-yl)-1H-1,2,4-triazole-3-carbonitrile C(=O)C=1C=NC(=NC1)N1N=C(N=C1)C#N